FC=1C=C2N=C(C(=NC2=CC1F)N1C2=CC=C(C=C2C=2C=C(C=CC12)C(C)(C)C)C(C)(C)C)N1C2=CC=C(C=C2C=2C=C(C=CC12)C(C)(C)C)C(C)(C)C 9,9'-(6,7-difluoroquinoxalin-2,3-diyl)bis(3,6-di-t-butyl-9H-carbazole)